(1r,3r)-3-(hydroxymethyl)cyclobutanol OCC1CC(C1)O